FC1=C(C=CC=C1)[C@H](C)O (S)-1-(2-fluorophenyl)ethanol